C(CCCCC)C1=CC=C(C=C1)NC1=CC=C(C=C1)NC1=CC=C(C=C1)CCCCCC di(4-hexylphenyl)p-phenylenediamine